(S)-N-(4-aminophenyl)-2-(6-oxohexahydropyrrolo[1,2-a]pyrazin-2(1H)-yl)acetamide NC1=CC=C(C=C1)NC(CN1C[C@H]2N(CC1)C(CC2)=O)=O